FC(=C(CCCCC1=CC=CC=C1)C1=CC=C(C=O)C=C1)F 4-(1,1-difluoro-6-phenylhex-1-en-2-yl)benzaldehyde